3-(2,6-Dichlorophenyl)-2-methyl-7-((1,1,2-trimethyl-1,2,3,4-tetrahydroisoquinolin-6-yl)amino)-2,3-dihydro-4H-pyrimido[5,4-e][1,3]oxazin-4-one ClC1=C(C(=CC=C1)Cl)N1C(OC2=C(C1=O)C=NC(=N2)NC=2C=C1CCN(C(C1=CC2)(C)C)C)C